(tert-butyl)-2-methoxy-N-(2-(1-(trifluoromethyl)cyclopropyl)ethyl)-1H-imidazole-1-carboxamide C(C)(C)(C)C=1N=C(N(C1)C(=O)NCCC1(CC1)C(F)(F)F)OC